pyrazine-2,6-diamine N1=C(C=NC=C1N)N